BrC1=CC=C(C=C1)CCN [2-(4-bromo-phenyl)-ethyl]-amine